BrC1=CC(=C(C=C1)NC(=O)C1(CCC(CC1)(C(=O)O)C)C1=C(C=CC=C1)C(C)C)OC(F)F (1s,4s)-4-((4-bromo-2-(difluoromethoxy)phenyl)carbamoyl)-4-(2-isopropylphenyl)-1-methylcyclohexane-1-carboxylic acid